COC=1C=C(C2=C3C=CC(=CC3=CC=C2C1)O)O 7-Methoxy-2,5-phenanthrenediol